(2R,4S)-N-((S)-1-(((6-amino-2-methylpyridin-3-yl)methyl)amino)-1-oxopropan-2-yl)-4-(naphthalen-1-yl)piperidine-2-carboxamide dihydrochloride Cl.Cl.NC1=CC=C(C(=N1)C)CNC([C@H](C)NC(=O)[C@@H]1NCC[C@@H](C1)C1=CC=CC2=CC=CC=C12)=O